N-(2-bromo-5-fluoro-4-pyridinyl)-2-(4-tert-butyl-2-fluoro-5-methoxy-phenyl)acetamide BrC1=NC=C(C(=C1)NC(CC1=C(C=C(C(=C1)OC)C(C)(C)C)F)=O)F